NCCN(CCN)CCN Tris-Aminoethyl-Amin